Ethyl 2-chlorocarbonyl-3-nitrobenzoate ClC(=O)C1=C(C(=O)OCC)C=CC=C1[N+](=O)[O-]